4-[5-(trifluoromethyl)-1,2,4-oxadiazol-3-yl]benzamid FC(C1=NC(=NO1)C1=CC=C(C(=O)N)C=C1)(F)F